N-(5-hydroxy-pyridin-2-yl)-1-naphthamide OC=1C=CC(=NC1)NC(=O)C1=CC=CC2=CC=CC=C12